C(C)(=O)OCCCCCCCCC=CCC=CC 9,12-Tetradecadien-1-ol acetate